3-(4-(4-cyclohexylpiperazin-1-yl)-3-fluorophenyl)-1-(6,7-dimethoxyquinazolin-4-yl)-1H-1,2,4-triazole-3,5-diamine C1(CCCCC1)N1CCN(CC1)C1=C(C=C(C=C1)C1(NN(C(=N1)N)C1=NC=NC2=CC(=C(C=C12)OC)OC)N)F